isopropyl (S)-6-diazo-5-oxo-2-((R)-tetrahydrofuran-2-carboxamido)hexanoate [N+](=[N-])=CC(CC[C@@H](C(=O)OC(C)C)NC(=O)[C@@H]1OCCC1)=O